Cl.N[C@H](C(=O)N1[C@@H](C[C@H](C1)O)C(=O)NCC1=CC=C(C=C1)C1=C(N=CS1)C)C(C)C (2S,4R)-1-[(2S)-2-amino-3-methylbutanoyl]-4-hydroxy-N-{[4-(4-methyl-1,3-thiazol-5-yl)phenyl]methyl}pyrrolidine-2-carboxamide hydrochloride